(S)-tert-butyl (1-hydroxy-2-methylhexan-2-yl)carbamate OC[C@@](CCCC)(C)NC(OC(C)(C)C)=O